ClC=1C=C2CCC[C@]3(COC4=CC=C5[C@](CC(N(CC\C=C/CCCN(C3)C4=C5)C)=O)(C(=O)O)O)C2=CC1 (1S,5'Z,12'R)-6-CHLORO-12'-HYDROXY-9'-METHYL-10'-OXO-3,4-DIHYDRO-2H-SPIRO[NAPHTHALENE-1,19'-[17]OXA[1,9]DIAZATRICYCLO[11.7.2.016,21]DOCOSA[5,13,15,21]TETRAENE]-12'-CARBOXYLIC ACID